C12CN(CC(CC1)N2)C(C(OC=2C(OC1=CC=CC=C1C2C2=C(C=C(C=C2)F)Cl)=O)(F)F)=C=O (2-(3,8-diazabicyclo[3.2.1]octan-3-yl)-1,1-difluoro-2-carbonylethoxy)-4-(2-chloro-4-fluorophenyl)-2H-chromen-2-one